[PH2](OC(CCC)(CCC)SC1=CC=CC=C1)=S phenylthio-(n-propyl-n-butyl) thiophosphinate